C(C)N1C2=CC=CC=C2C=2CCCCC12 N-Ethyltetrahydrocarbazol